FC(OC=1C=C(C=CC1)C1=CC2=C(O[C@H](CN2S(=O)(=O)C2=CC(=CC=C2)C(F)(F)F)CC(C(=O)O)(C)C)C=C1)F (S)-3-(6-(3-(difluoromethoxy)-phenyl)-4-((3-(trifluoromethyl)-phenyl)sulfonyl)-3,4-dihydro-2H-benzo[b][1,4]oxazin-2-yl)-2,2-dimethylpropanoic acid